5-Methyl-6-[(1S,4S)-5-methyl-2,5-diazabicyclo[2.2.1]heptan-2-yl]-N-[2-(3-methylpyridin-2-yl)-[1,3]thiazolo[5,4-c]pyridin-6-yl]pyridin-2-amine CC=1C=CC(=NC1N1[C@@H]2CN([C@H](C1)C2)C)NC2=CC1=C(C=N2)SC(=N1)C1=NC=CC=C1C